NC=1SC=2C(=NC=C(N2)C2=CC=C(C=N2)C(C#N)(C)C)N1 2-[6-(2-aminothiazolo[4,5-b]pyrazin-6-yl)pyridin-3-yl]-2-methyl-propanenitrile